5-benzyl 2-ethyl 6,7-dihydro-1H-pyrrolo[3,2-c]pyridine-2,5(4H)-dicarboxylate N1C(=CC=2CN(CCC21)C(=O)OCC2=CC=CC=C2)C(=O)OCC